Racemic-1-(1-(7,8-difluoro-1-oxo-1,2-dihydroisoquinolin-4-yl)ethyl)-1-methyl-3-(pyridin-3-yl)urea FC1=CC=C2C(=CNC(C2=C1F)=O)[C@@H](C)N(C(=O)NC=1C=NC=CC1)C |r|